1-[cyclopropyl-(4-fluorophenyl)carbamoyl]-4-[2-(N-(2-fluorophenyl)anilino)-2-oxo-ethyl]piperidine-4-carboxylic acid C1(CC1)N(C(=O)N1CCC(CC1)(C(=O)O)CC(=O)N(C1=CC=CC=C1)C1=C(C=CC=C1)F)C1=CC=C(C=C1)F